C(C1=CC=CC=C1)OC1=CC=C2CCCC3(CCC=4C(=NC(=NC4C3)OC[C@H]3N(CCC3)C)N3[C@H]4CNC[C@@H]3CC4)C2=C1 7-(Benzyloxy)-4'-((1R,5S)-3,8-diazabicyclo[3.2.1]octan-8-yl)-2'-(((S)-1-methylpyrrolidin-2-yl)methoxy)-3,4,5',8'-tetrahydro-2H,6'H-spiro[naphthalene-1,7'-quinazoline]